2-bromo-N,N-dimethyl-nicotinamide BrC1=C(C(=O)N(C)C)C=CC=N1